N12NCCCC(CC1)C2 diazabicyclo[4.2.1]nonan